C(C1=CC=CC=C1)N1C=2N(C[C@@H](C1)CC(C(=O)N)=C)N=CC2 |o1:11| (R)- or (S)-((4-benzyl-4,5,6,7-tetrahydropyrazolo[1,5-a]pyrimidin-6-yl)methyl)acrylamide